C(C)C1=CC2=C(C3=CC=CC=C3C(=C2C=C1)OCCCC)OCCCC 2-ethyl-9,10-bis(n-butyloxy)anthracene